(triphenyleneyl)(phenyltriazinyl)Biphenyl C1(=CC=CC=2C3=CC=CC=C3C3=CC=CC=C3C12)C=1C(=C(C=CC1)C1=CC=CC=C1)C1=NN=NC=C1C1=CC=CC=C1